4,4,5,5-tetramethyl-2-(3-thienyl)-1,3,2-dioxaborolan CC1(OB(OC1(C)C)C1=CSC=C1)C